O=C1NC(CC[C@@H]1N1C(C2=CC=C(C=C2C1=O)N1CCN(CC1)CCC1CCNCC1)=O)=O 2-[(3S)-2,6-dioxo-3-piperidyl]-5-[4-[2-(4-piperidyl)ethyl]piperazin-1-yl]isoindoline-1,3-dione